3-([3-amino-4-[(2S)-2-methyl-4-(oxan-4-yl)piperazin-1-yl]phenyl]amino)-5-bromo-1-methylpyrazin-2-one NC=1C=C(C=CC1N1[C@H](CN(CC1)C1CCOCC1)C)NC=1C(N(C=C(N1)Br)C)=O